C(CCC)[Sn](C=1SC2=C(N1)CCC2)(CCCC)CCCC 2-(tributylstannyl)-4H,5H,6H-cyclopenta[d][1,3]thiazole